C(C)[C@]1(CC(CC=2C3=C(C(NC12)=O)SC(=C3)C=3C=NNC3)(F)F)O (R)-6-ethyl-8,8-difluoro-6-hydroxy-2-(1H-pyrazol-4-yl)-6,7,8,9-tetrahydrothieno[2,3-c]Quinolin-4(5H)-one